FC([C@]12N(C=3C(=NN=C(C3)C3=C(C(=CC=C3)F)O)NC1)C[C@@H](C2)N2N=CC=1C2=NC=C(C1)C=C)F ((6aR,8R)-6a-(difluoromethyl)-8-(5-vinyl-1H-pyrazolo[3,4-b]pyridin-1-yl)-5,6,6a,7,8,9-hexahydropyrrolo[1',2':4,5]pyrazino[2,3-c]pyridazin-2-yl)-6-fluorophenol